FC=1C=C2C=NN(C2=C(C1OC)F)C1=CC=C(C=C1)N1CCN(CC1)S(=O)(=O)C 5,7-Difluoro-6-methoxy-1-(4-(4-(methylsulfonyl)piperazin-1-yl)phenyl)-1H-indazole